CC(CCO)C(C)C 3,4-dimethyl-1-pentanol